ClC1=C(OC(C(=O)O)(C)C)C(=CC(=C1)CN1C(N(CC1)C1=CC=C(C=C1)C(F)(F)F)=O)Cl 2-(2,6-Dichloro-4-((2-oxo-3-(4-(trifluoromethyl)phenyl)imidazolin-1-yl)methyl)phenoxy)-2-methylpropanoic acid